C(CCCCCCCCC)NC1=CC=C(C(=O)OC)C=C1 methyl 4-(decylamino)benzoate